4-(aminomethyl)tetrahydro-2H-pyran-3,4-diol hydrochloride Cl.NCC1(C(COCC1)O)O